4-iodopentyl octyloxymethyl ether C(CCCCCCC)OCOCCCC(C)I